ClC1=CC(=NC=C1)C(CCCC(C(=O)OC(C)(C)C)C)(OC)OC tert-butyl 6-(4-chloropyridin-2-yl)-2-methyl-6,6-dimethoxyhexanoate